N-phenyl-[1,1':3',1''-terphenyl]-5'-amine C1(=CC=CC=C1)NC=1C=C(C=C(C1)C1=CC=CC=C1)C1=CC=CC=C1